3-Amino-8-(3-chloro-2-fluorophenyl)-N-propylimidazo[1,2-a]pyridine-2-carboxamide NC1=C(N=C2N1C=CC=C2C2=C(C(=CC=C2)Cl)F)C(=O)NCCC